(5R)-N1-[(2,4-dimethoxyphenyl)methyl]-3-methyl-5H,6H,7H-cyclopenta[c]pyridine-1,5-diamine COC1=C(C=CC(=C1)OC)CNC1=NC(=CC2=C1CC[C@H]2N)C